(R)-N-(2,6-dioxopiperidin-3-yl)-2-(pyridin-3-yl)acetamide O=C1NC(CC[C@H]1NC(CC=1C=NC=CC1)=O)=O